ethyl 3-(4-chlorophenyl)-2-((ethoxy carbonyl)(isopentyl)amino)pentanoate ClC1=CC=C(C=C1)C(C(C(=O)OCC)N(CCC(C)C)C(=O)OCC)CC